[32P](=O)([O-])([O-])[O-] [32P]-orthophosphate